[Al].S[Mg] sulfhydryl-magnesium aluminum